(4R)- and (4S)-3-(4-fluoro-2-hydroxyphenyl)-4-methyl-4,5-dihydro-1H-pyrazole-1-carboximidamide hydrochloride Cl.FC1=CC(=C(C=C1)C1=NN(C[C@H]1C)C(N)=N)O |r|